C(C1=CC=CC=C1)S(=O)(=O)NC(C1=CC=C(C=C1)N1CCN(CC1)CC1=C(C=CC=C1)C1=CC=C(C=C1)OCC=C)=O N-Benzylsulfonyl-4-[4-[[2-(4-prop-2-enoxyphenyl)phenyl]methyl]piperazin-1-yl]benzamide